N-(2-amino-1-methyl-2-oxoethyl)-5-[5-(3,5-dichlorophenyl)-4,5-dihydro-5-(trifluoromethyl)-3-isoxazolyl]-2-oxo-2H-1-benzopyran-8-carboxamide NC(C(C)NC(=O)C1=CC=C(C=2C=CC(OC21)=O)C2=NOC(C2)(C(F)(F)F)C2=CC(=CC(=C2)Cl)Cl)=O